7-(2-Cyclopropyl-benzyl)-5-[1-(2-difluoromethyl-6-fluoro-phenyl)-piperidin-4-yl]-2-methyl-2,4,5,7-tetrahydro-pyrazolo[3,4-d]pyrimidin-6-on C1(CC1)C1=C(CN2C(N(CC=3C2=NN(C3)C)C3CCN(CC3)C3=C(C=CC=C3F)C(F)F)=O)C=CC=C1